5-(1H-benzimidazole-2-yl)benzene-1,3-diamine N1C(=NC2=C1C=CC=C2)C=2C=C(C=C(C2)N)N